3,5-di-tert-butylaniline-5-d1 C(C)(C)(C)C1=CC(N)=CC(C1)([2H])C(C)(C)C